[Si](C)(C)(C(C)(C)C)OCCOCCOCCOCCOCCOCCOCCOC/C=C/C(=O)OC methyl (E)-4-[2-[2-[2-[2-[2-[2-[2-[tert-butyl(dimethyl) silyl]oxyethoxy]ethoxy]ethoxy]ethoxy]ethoxy]ethoxy]ethoxy]but-2-enoate